7-dimethylaminothioxanthone CN(C1=CC=C2SC=3C=CC=CC3C(C2=C1)=O)C